dihexyl-tin diacrylate C(C=C)(=O)[O-].C(C=C)(=O)[O-].C(CCCCC)[Sn+2]CCCCCC